[N+](=O)([O-])C1=CC=C(C=C1)C1=CC=C(O1)\C=C/1\C(N(C(=C1)C1=CC=CC=C1)CCC(=O)O)=O (E)-3-(3-((5-(4-nitrophenyl)furan-2-yl)methylene)-2-oxo-5-phenyl-2,3-dihydro-1H-pyrrol-1-yl)propionic acid